[5-(4-Chloromethyl-phenyl)-3-methyl-isoxazol-4-yl]-carbamic acid (R)-1-(2-chloro-phenyl)-ethyl Ester ClC1=C(C=CC=C1)[C@@H](C)OC(NC=1C(=NOC1C1=CC=C(C=C1)CCl)C)=O